(5R)-2-(5-fluoro-2,3-dihydro-1H-indene-1-carbonyl)-9,9-dimethyl-8-oxo-2-azaspiro[4.5]dec-6-ene-7-carbonitrile FC=1C=C2CCC(C2=CC1)C(=O)N1C[C@]2(CC1)C=C(C(C(C2)(C)C)=O)C#N